tert-butyl ((7-morpholino-5-(3-(m-tolyl)-1H-pyrazol-1-yl)-3H-imidazo[4,5-b]pyridin-2-yl)methyl)carbamate O1CCN(CC1)C1=C2C(=NC(=C1)N1N=C(C=C1)C=1C=C(C=CC1)C)NC(=N2)CNC(OC(C)(C)C)=O